N-(m-tolyl)pyrimido[1',6':1,5]pyrazolo[4,3-c][2,7]naphthyridin-5-amine C1(=CC(=CC=C1)NC1=NC=2C(C3=CC=NC=C13)=NN1C2C=CN=C1)C